COC(C1=CC(=CC(=C1)C=1SC(=CN1)C)O)=O 3-hydroxy-5-(5-methyl-1,3-thiazol-2-yl)benzoic acid methyl ester